2-[4-({(1R)-1-[3-(difluoromethyl)-2-fluorophenyl]ethyl}amino)-2-methylpyrido[3,4-d]pyrimidin-6-yl]-2,6-diazaspiro[3.4]octane-6-carboxylic acid tert-butyl ester C(C)(C)(C)OC(=O)N1CC2(CN(C2)C2=CC3=C(N=C(N=C3N[C@H](C)C3=C(C(=CC=C3)C(F)F)F)C)C=N2)CC1